ClC=1SC=C(N1)NC(OCCOC1=CC2=C(N=C(S2)C2=C3N=CC(=NC3=CC(=C2)C)OC)C(=C1F)Cl)=O 2-((4-chloro-5-fluoro-2-(2-methoxy-7-methylquinoxalin-5-yl)benzo[d]thiazol-6-yl)oxy)ethyl (2-chlorothiazol-4-yl)carbamate